trifluoromethylsulfonyl chloride FC(S(=O)(=O)Cl)(F)F